[N+](=O)([O-])C=1C(=NC=C(C1)[N+](=O)[O-])NC1=NN=NN1 3,5-dinitro-N-(1H-tetrazol-5-yl)pyridin-2-amine